COCCC1CCC2C(N(CC=3N(C21)C(C2=C(N3)SC3=C2CCNC3)=O)C)=O 2-methoxyethyl-5-methyl-2,3,3a,5,6,9,10,11,12,14a-decahydro-1H-cyclopenta[f]pyrido[4'',3'':4',5']thieno[2',3':4,5]pyrimido[1,2-a][1,4]diazepine-4,13-dione